6-amino-N-(4-((3-oxo-morpholino)methyl)phenyl)naphthalene-1-sulfonamide NC=1C=C2C=CC=C(C2=CC1)S(=O)(=O)NC1=CC=C(C=C1)CN1C(COCC1)=O